(3aR,5r,6aS)-2-(4-amino-5-(2-chloro-3-methylphenyl)pyrimidin-2-yl)-5-methyl-octahydrocyclopenta[c]pyrrole-5-amine hydrochloride Cl.NC1=NC(=NC=C1C1=C(C(=CC=C1)C)Cl)N1C[C@@H]2[C@H](C1)CC(C2)(N)C